O=C1NC(CCC1N1C(C2=CC=CC(=C2C1=O)NCCOCCOCCOCCOCC(=O)O)=O)=O 14-((2-(2,6-dioxopiperidin-3-yl)-1,3-dioxoisoindolin-4-yl)amino)-3,6,9,12-Tetraoxatetradecanoic acid